C(C1=CC=CC=C1)OC1=C(C(=CC(=C1)C(F)F)O)C(=O)N1CC2=C(C(=CC=C2CC1)OC)N[C@@H]1COCC1 (S)-(2-(Benzyloxy)-4-(difluoromethyl)-6-hydroxyphenyl)(7-methoxy-8-((tetrahydrofuran-3-yl)amino)-3,4-dihydroisoquinolin-2(1H)-yl)methanone